CC1(OB(OC1(C)C)C1=C(CCN(C1)C(=O)OCC)C(=O)[O-])C ethyl 5-(4,4,5,5-tetramethyl-1,3,2-dioxaborolan-2-yl)-3,6-dihydro-2H-pyridine-1,4-dicarboxylate